5-(2-chloro-1-hydroxyethyl)-2-hydroxybenzene-1-formamide ClCC(O)C=1C=CC(=C(C1)C(=O)N)O